tri(isodecyl) trimellitate C(C=1C(C(=O)OCCCCCCCC(C)C)=CC(C(=O)OCCCCCCCC(C)C)=CC1)(=O)OCCCCCCCC(C)C